C(C)OC(=O)C1=NC(=CC=C1N(C)C(C)=O)Cl 3-[acetyl-(methyl)amino]-6-chloro-pyridine-2-carboxylic acid ethyl ester